N[S@@](=O)(C)=NC=1C=C(OC=2C(=C(N(C(C2C)=O)C)NC2=C(C=C(C=C2)I)F)C(=O)NC2CC2)C=CC1 (S)-4-(3-((amino(methyl)oxo-lambda6-sulfaneylidene)amino)phenoxy)-N-cyclopropyl-2-((2-fluoro-4-iodophenyl)amino)-1,5-dimethyl-6-oxo-1,6-dihydropyridine-3-carboxamide